dodecenyl isothiocyanate C(=CCCCCCCCCCC)N=C=S